morpholinoacrylate O1CCN(CC1)C(C(=O)[O-])=C